8-chloro-6-(N-(1-methylcyclopropyl)sulfamoyl)imidazo[1,2-a]pyridine-3-carboxylic acid ClC=1C=2N(C=C(C1)S(NC1(CC1)C)(=O)=O)C(=CN2)C(=O)O